C(C)(C)(CC)CC(C(=O)O[O-])(C)C tert-amylperoxypivalate